8-((1R,4R)-2,5-diazabicyclo[2.2.1]heptan-2-yl)-4-(5-(difluoromethyl)-1,3,4-thiadiazol-2-yl)-2-methyl-N-(1-methylcyclopropyl)quinazoline-6-sulfonamide [C@H]12N(C[C@H](NC1)C2)C=2C=C(C=C1C(=NC(=NC21)C)C=2SC(=NN2)C(F)F)S(=O)(=O)NC2(CC2)C